4-(4-(4-(4-(2,6-Dioxopiperidin-3-yl)phenyl)cyclohexyl)piperazin-1-yl)-2-((S)-1-(3-ethoxy-4-methoxyphenyl)-2-(methylsulfonyl)ethyl)isoindoline-1,3-dione O=C1NC(CCC1C1=CC=C(C=C1)C1CCC(CC1)N1CCN(CC1)C1=C2C(N(C(C2=CC=C1)=O)[C@H](CS(=O)(=O)C)C1=CC(=C(C=C1)OC)OCC)=O)=O